(3,5-difluoro-4-(3-(2-(4-methylpiperazin-1-yl)pyrimidin-5-yl)-1H-pyrazolo[3,4-c]pyridin-5-yl)phenyl)-N-methylmethanamine FC=1C=C(C=C(C1C=1C=C2C(=CN1)NN=C2C=2C=NC(=NC2)N2CCN(CC2)C)F)CNC